C(C)OC1(CCC(CC1)C(=O)NN)CCC 4-ethoxy-4-propylcyclohexanecarbohydrazide